(+)-10trans-N-(1H-pyrrolo[2,3-b]pyridin-4-yl)-4-(1-aminoethyl)cyclohexanecarboxamide N1C=CC=2C1=NC=CC2NC(=O)C2CCC(CC2)C(C)N